N-(3-(1,1-difluoropropyl)phenyl)-3-methyl-5-oxo-1-(quinoxalin-6-yl)-4,5-dihydro-1H-pyrazole-4-carboxamide FC(CC)(F)C=1C=C(C=CC1)NC(=O)C1C(=NN(C1=O)C=1C=C2N=CC=NC2=CC1)C